FC(C(=O)O)(F)F.ClC1=C(C=CC=C1C=1N(N=C(C1)C)C)[C@@]1(CC(N(C(N1)=N)[C@@H]1C[C@@H](OCC1)C)=O)C (6S)-6-[2-Chloro-3-(2,5-dimethyl-pyrazol-3-yl)phenyl]-2-imino-6-methyl-3-[(2S,4S)-2-methyl-tetrahydropyran-4-yl]hexahydro-pyrimidin-4-one trifluoroacetic acid salt